NC1=CN(C=CC=C1)C(=O)C=1C(C(C#N)(C=CC1)C1=C(C=NN1)C1=C(C(=CC=C1)C(C)(C)C)F)F 3-(3-aminoazepine-1-carbonyl)-1-(4-(tert-butyl-2-fluorophenyl)-1H-pyrazol-5-yl)-2-fluorobenzonitrile